BrC1=C2C(=C(C=3C(NC(C13)=N)=N)Br)C=CC(=C2)OCC 4,9-dibromo-6-Ethoxy-1H-benzo[f]isoindole-1,3(2H)-diimine